2,2-dimethylpropionic acid ethyl ester C(C)OC(C(C)(C)C)=O